1-fluoro-N-(6-(1-methyl-1H-1,2,3-triazol-4-yl)isoquinolin-3-yl)cyclohexane-1-carboxamide FC1(CCCCC1)C(=O)NC=1N=CC2=CC=C(C=C2C1)C=1N=NN(C1)C